2-(4-(1H-pyrrol-1-yl)piperidin-1-yl)benzo[d]thiazole-6-carboxylic acid N1(C=CC=C1)C1CCN(CC1)C=1SC2=C(N1)C=CC(=C2)C(=O)O